C(C)(C)(C)C=1C=C(CC2=C(C(=O)O)C=CC=C2)C=CC1O 3-tert-butyl-4-hydroxybenzylbenzoic acid